NC=1N=C(NC1)C#N Aminoimidazolecarbonitrile